(2S)-2-(7-(3-methyl-1H-pyrrolo[2,3-b]pyridin-5-yl)-2-(2-methylthiazol-5-yl)-1,2,3,4,4a,8a-hexahydroisoquinolin-5-yl)pyrrolidine-1-carboxylate CC1=CNC2=NC=C(C=C21)C=2C=C(C1CCN(CC1C2)C2=CN=C(S2)C)[C@H]2N(CCC2)C(=O)[O-]